BrC=1C=C(C=C2C(N(C(=NC12)S)C1CC1)=O)C 8-bromo-3-cyclopropyl-2-mercapto-6-methylquinazolin-4(3H)-one